N-{4-[5-cyclopropyl-3-(trifluoromethyl)-1H-pyrazol-1-yl]phenyl}-2-(quinolin-6-yl)acetamide C1(CC1)C1=CC(=NN1C1=CC=C(C=C1)NC(CC=1C=C2C=CC=NC2=CC1)=O)C(F)(F)F